6-{2-(5-chloro-2-oxospiro[indoline-3,4'-piperidin]-1'-yl)ethoxy}-8-fluoro-1-(3-hydroxy-3-methylcyclobutyl)-1,4-dihydro-3,1-benzoxazin-2-one ClC=1C=C2C(=CC1)NC(C21CCN(CC1)CCOC=1C=C(C2=C(COC(N2C2CC(C2)(C)O)=O)C1)F)=O